N-({5-bromo-2-[(3-{[(tert-butyldimethylsilyl)oxy]methyl}pyridin-2-yl)sulfanyl]-3-chlorophenyl}methyl)-2-methylpropane-2-sulfinamide BrC=1C=C(C(=C(C1)CNS(=O)C(C)(C)C)SC1=NC=CC=C1CO[Si](C)(C)C(C)(C)C)Cl